8-isobutyryl-3-(4-methoxy-5-(1H-pyrazol-4-yl)pyrimidin-2-yl)-1-(3-methoxybenzyl)-1,3,8-triazaspiro[4.5]decan-2-one C(C(C)C)(=O)N1CCC2(CN(C(N2CC2=CC(=CC=C2)OC)=O)C2=NC=C(C(=N2)OC)C=2C=NNC2)CC1